CN(C)CCOCCNC(OC(CCCCCCOC(CCCCCCCCCCCCCCCCC)=O)CCCCCCOC(CCCCCCCCCCCCCCCCC)=O)=O 2-methyl-9-oxo-11-{6-[(1-oxooctadecyl) oxy] hexyl}-2,8-diaza-5,10-dioxaheptadec-17-yloctadecanoate